CCCCCCCC\C=C/C=C/CC (9Z,11E)-tetradeca-9,11-dien